[5-[4-[6-chloro-4-(trifluoromethyl)-2-pyridinyl]piperazin-1-yl]sulfonylindol-1-yl]-pyrazolo[1,5-a]pyrimidin-3-yl-methanone ClC1=CC(=CC(=N1)N1CCN(CC1)S(=O)(=O)C=1C=C2C=CN(C2=CC1)C(=O)C=1C=NN2C1N=CC=C2)C(F)(F)F